C(CCCCCCCCCCCCCCCCC)OC(CCCCCC)=O.COC(CC[SiH2]OC)OC (dimethoxypropyl)methoxysilane stearylheptanoate